spiro(3.3)heptane C1CCC12CCC2